7,10-Dioxadispiro[2.2.46.23]dodecan C1CC12CCC1(OCCO1)CC2